N-{[6-(3,4-difluoro-2-{2-[3-(1-hydroxy-2,2-dimethylpropyl)-1,5-dimethyl-1H-pyrazol-4-yl] ethoxy} phenyl) imidazo[1,2-a]pyridin-3-yl] methyl}-N-methylcarbamate FC=1C(=C(C=CC1F)C=1C=CC=2N(C1)C(=CN2)CN(C([O-])=O)C)OCCC=2C(=NN(C2C)C)C(C(C)(C)C)O